Methyl 4-[(2,6-dichloro-4-pyridyl)-difluoro-methyl]benzoate ClC1=NC(=CC(=C1)C(C1=CC=C(C(=O)OC)C=C1)(F)F)Cl